CN(C(=O)NC1=NC=CC(=C1)C1=CC(NC(=C1)C1=C(C=CC=C1)C(F)(F)F)=O)C 1,1-Dimethyl-3-[4-[2-oxo-6-[2-(trifluoromethyl)phenyl]-1H-pyridin-4-yl]-2-pyridyl]urea